FC=1C(=CC(=NC1)OC)C1=CC(=NN1)C(=O)N1[C@H](C[C@H](CC1)C(=O)NC1CCC(CC1)(C(F)(F)F)O)C (2s,4s)-1-(5-(5-fluoro-2-methoxypyridin-4-yl)-1H-pyrazole-3-carbonyl)-N-((1r,4s)-4-hydroxy-4-(trifluoromethyl)cyclohexyl)-2-methylpiperidine-4-carboxamide